N1N=NC(=C1)C1(COC1)NC(C(=O)C=1N2CCCC2=C(C1C)C(=O)NC1=CC(=C(C=C1)F)F)=O 5-(2-((3-(1H-1,2,3-triazol-4-yl)oxetan-3-yl)amino)-2-oxoacetyl)-N-(3,4-difluorophenyl)-6-methyl-2,3-dihydro-1H-pyrrolizine-7-carboxamide